CN([C@H]1CCCC=2C=CC=NC12)C[C@@H]1NCC2=CC=CC(=C2C1)N1C[C@@H](OCC1)C (S)-N-methyl-N-(((R)-5-((S)-2-methylmorpholino)-1,2,3,4-tetrahydroisoquinolin-3-yl)methyl)-5,6,7,8-tetrahydroquinolin-8-amine